ClC1=NC=C(C(=C1)CNC(OCC1C2=CC=CC=C2C=2C=CC=CC12)=O)SC1=C(C=CC=C1)C=O (9H-Fluoren-9-yl)methyl ((2-chloro-5-((2-formylphenyl)thio)pyridin-4-yl)methyl)carbamate